C(CC)OC1=CC=C(C=C1)OC(CC)=O.OC1=C(C=C(C(C(=O)O)O)C=C1)OC 4-hydroxy-3-methoxy-mandelic acid 4-propoxy-phenylpropanoate